(5-Fluoro-3H-benzo[e]indol-2-yl)-pyridin-4-yl-methanone FC=1C2=C(C=3C=C(NC3C1)C(=O)C1=CC=NC=C1)C=CC=C2